Cl.N[C@H](C(C)(O)C)C (S)-3-amino-2-methylbutan-2-ol HCl